ClC=1C=C(C=CC1)[C@@H](CO)NC(=O)C=1N=CN(C1)C1=NC(=NC=C1C)NC1CS(CC1)(=O)=O N-((S)-1-(3-chlorophenyl)-2-hydroxyethyl)-1-(2-((1,1-dioxidotetrahydrothiophen-3-yl)amino)-5-methylpyrimidin-4-yl)-1H-imidazole-4-carboxamide